FC=1C=C(C=C2C=C(N(C12)CCN)C)C 2-(7-Fluoro-2,5-dimethyl-1H-indol-1-yl)ethan-1-amine